C[C@H]([C@@H](C(=O)O)NC(=O)[C@H](CCC(=O)O)NC(=O)CNC(=O)[C@H](CCCCN)NC(=O)[C@@H]1CCCN1C(=O)CNC(=O)[C@H](CCC(=O)N)NC(=O)[C@H](CCC(=O)O)NC(=O)CNC(=O)[C@H](CC[C@H](CN)O[C@H]2[C@@H]([C@H]([C@H]([C@H](O2)CO)O)O)O)NC(=O)[C@H](CC3=CC=NC=C3)NC(=O)CNC(=O)[C@H](C)NC(=O)[C@H](CC4=CSC=N4)NC(=O)CN)O The molecule is a fifteen-membered glycopeptide comprising glycyl, 3-(1,3-thiazol-4-yl)alanyl, alanyl, glycyl, 4-pyridylalanyl, (5R)-5-(beta-D-galactopyranosyloxy)lysyl, glycyl. alpha-glutamyl, glutaminyl, glycyl, prolyl, lysyl, glycyl, alpha-glutamyl and threonine residues coupled in sequence.